3-AMINOTHIOPHENE-2-CARBALDEHYDE NC1=C(SC=C1)C=O